C(C1=CC=CC=C1)OC=1C(=NC=CC1)NS(=O)(=O)C1=CC=CC=C1 N-(3-benzyloxypyridin-2-yl)-benzenesulfonamide